ClC=1C(N(C(=CC1O)C)C1=CC(=NC=C1Cl)N1N=C(C(=C1)F)C(C)(C)NC(C)=O)=O N-(2-(1-(3,5'-dichloro-4-hydroxy-6-methyl-2-oxo-2H-[1,4'-bipyridin]-2'-yl)-4-fluoro-1H-pyrazol-3-yl)propan-2-yl)acetamide